FC1=C(C=CC(=C1)F)C1=NC=C2N1C=CN=C2N2C[C@H]1NC3=CC=CC(NC=4C=NN(C4CCCNC([C@@H]2C1)=O)C)=N3 (3S,6S)-5-[3-(2,4-difluorophenyl)imidazo[1,5-a]pyrazin-8-yl]-13-methyl-2,5,8,13,14,17,22-heptazatetracyclo[16.3.1.13,6.012,16]tricosa-1(21),12(16),14,18(22),19-pentaen-7-one